propylaminomethyltriethoxysilane C(CC)NC[Si](OCC)(OCC)OCC